ClC1=C(C=C2N(C(C=3N(C2=C1)C=CN3)=O)C=3C(=NC=CC3)C)C(F)(F)F 8-Chloro-5-(2-methylpyridin-3-yl)-7-(trifluoromethyl)imidazo[1,2-a]Quinoxaline-4(5H)-on